CNC1(CC1)C1=NC(=NO1)C=1C=CC=NC1 5-[5-(1-methylamino-cyclopropyl)-[1,2,4]oxadiazol-3-yl]-pyridin